C(CCCCCC)OCOCCCC(CC(CC(CC(CC(CC(C)O)C)C)C)C)C 14-hydroxy-4,6,8,10,12-pentamethylpentadecyl heptyloxymethyl ether